BrC=1N(C(=C2OC[C@H]3[C@@H](NSC21)CN(C3)C(=O)OC(C)(C)C)C(NC3=CC(=C(C=C3)F)C)=O)C tert-butyl (3aR,10aR)-6-bromo-8-((4-fluoro-3-methylphenyl)carbamoyl)-7-methyl-3a,4,10,10a-tetrahydro-1H,7H-dipyrrolo[3,4-b:3',4'-f][1,4,5]oxathiazocine-2(3H)-carboxylate